3-[3-(3,4-Difluoro-benzyl)-3H-imidazo[4,5-b]pyridin-2-yl]-N-{(S)-1-[4-(4-methyl-piperazin-1-ylmethyl)-phenyl]-ethyl}-propionamide FC=1C=C(CN2C(=NC=3C2=NC=CC3)CCC(=O)N[C@@H](C)C3=CC=C(C=C3)CN3CCN(CC3)C)C=CC1F